tert-Butyl 4-(((4-oxo-6-(2,2,2-trifluoro-1-hydroxyethyl)-4H-pyran-3-yl)oxy)-methyl)piperidine-1-carboxylate O=C1C(=COC(=C1)C(C(F)(F)F)O)OCC1CCN(CC1)C(=O)OC(C)(C)C